COC(=O)C1=CC(=C(C(=O)O)C=C1)[N+](=O)[O-] 4-(methoxycarbonyl)-2-nitrobenzoic acid